1-bromo-4-methyl-3-[2-(methylamino)-2-oxoethoxy]-5,7-dihydrocyclopenta[c]Pyridine-6,6-dicarboxylic acid dimethyl ester COC(=O)C1(CC2=C(C(=NC(=C2C)OCC(=O)NC)Br)C1)C(=O)OC